NC(C(C(CCCCNC(OCC1=CC=CC=C1)=O)NC(=O)[C@H]1N(C[C@H](C1)N1N=NC=C1C(C)(C)O)C([C@@H](CC1CCCCC1)NC(=O)C=1C=CC=C2C=CC=NC12)=O)=O)=O Benzyl (7-amino-5-((2S,4S)-1-((R)-3-cyclohexyl-2-(quinolin-8-carboxamido)propanoyl)-4-(5-(2-hydroxypropan-2-yl)-1H-1,2,3-triazol-1-yl)pyrrolidin-2-carboxamido)-6,7-dioxoheptyl)carbamat